ClC1=NN2C(N=CC3=C2C(C[C@@H]3C(=O)NC=3C=NC(=C(C3)Cl)N3N=C(N=N3)C)(C)C)=C1 (S)-2-chloro-N-(5-chloro-6-(5-methyl-2H-tetrazol-2-yl)pyridin-3-yl)-8,8-dimethyl-7,8-dihydro-6H-cyclopenta[e]pyrazolo[1,5-a]pyrimidine-6-carboxamide